N1=NC(=C2N1CCCC2)C(=O)OC methyl 4,5,6,7-tetrahydro-[1,2,3]triazolo[1,5-a]pyridine-3-carboxylate